cyanoethoxy-bis(N,N-diisopropylamino)phosphine C(#N)CCOP(N(C(C)C)C(C)C)N(C(C)C)C(C)C